5-fluoro-1,3-thiazol-2-amine hydrochloride Cl.FC1=CN=C(S1)N